6-(3,5-dimethylphenyl)-1H-indole CC=1C=C(C=C(C1)C)C1=CC=C2C=CNC2=C1